NC1=CC=C(C=C1)N1N=C(C(=C1)NC(C1=CC=C(C=C1)OC(F)(F)F)=O)C N-[1-(4-aminophenyl)-3-methyl-pyrazol-4-yl]-4-(trifluoromethoxy)benzamide